5-bromo-2-fluoro-3-(3-phenylcarbazole-9-yl)-terephthalonitrile BrC=1C(=C(C(=C(C#N)C1)F)N1C2=CC=CC=C2C=2C=C(C=CC12)C1=CC=CC=C1)C#N